BrC1=C2C=CC=CC2=C(C2=CC=CC=C12)C1=CC=CC=2OC3=C(C21)C=CC(=C3)Cl 1-(10-bromoanthracene-9-yl)-7-chlorodibenzofuran